(2S,6R)-N-[2-(1-benzylpiperidin-4-yl)ethyl]-4-{5-cyano-4-[(2,2,2-trifluoroethyl)amino]pyrimidin-2-yl}-2,6-dimethylpiperazine-1-carboxamide C(C1=CC=CC=C1)N1CCC(CC1)CCNC(=O)N1[C@H](CN(C[C@H]1C)C1=NC=C(C(=N1)NCC(F)(F)F)C#N)C